5-ethynyl-2-(7-((cis-3-hydroxy-3-methylcyclobutyl)amino)thieno[2,3-d]pyridazin-4-yl)phenol C(#C)C=1C=CC(=C(C1)O)C1=C2C(=C(N=N1)NC1CC(C1)(C)O)SC=C2